ClC1=C(C=CC=C1)C=1N=C(SC1)N(/N=C/C1=C(C=C(C=C1)C)C(=O)O)C (E)-4-(2-chlorophenyl)-2-[1-methyl-2-(4-methyl-2-carboxybenzylidene)hydrazino]thiazole